CN1C(=NC2=C(C=C(C=C2C1=O)C)C(C)NC1=C(C(=O)OC)C=CC=C1)S(=O)(=O)C Methyl 2-((1-(3,6-dimethyl-2-(methylsulfonyl)-4-oxo-3,4-dihydroquinazolin-8-yl)ethyl)amino)benzoate